ClC=1C=C(C=C2CCC(C(C12)=O)F)OC 8-Chloro-2-fluoro-6-methoxy-3,4-dihydronaphthalene-1(2H)-one